(R)-tert-butyl 2-(((1H-pyrazol-4-yl)oxy)methyl)azetidine-1-carboxylate N1N=CC(=C1)OC[C@@H]1N(CC1)C(=O)OC(C)(C)C